C(#N)CC(=O)N(CCO)CC 2-cyano-N-ethyl-N-(2-hydroxyethyl)acetamide